ClC1=C(N=C(NC1=O)C1=CC(=NC=C1)F)N1C2CNCC1CC2 5-chloro-4-(3,8-diazabicyclo[3.2.1]octan-8-yl)-2-(2-fluoro-4-pyridinyl)-1H-pyrimidin-6-one